FC1=CC=2N(C=C1)C(=CN2)C2=NC=C(C1=C2CNC1=O)NC1=NC=C(C=C1)N1CC(CCC1)(CN1CCOCC1)O 4-(7-fluoro-imidazo[1,2-a]pyridin-3-yl)-7-((5-(3-hydroxy-3-(morpholino-methyl)piperidin-1-yl)pyridin-2-yl)amino)-2,3-dihydro-1H-pyrrolo[3,4-c]pyridin-1-one